tert-butyl 2-(2-{[1-(cyclopropanesulfonyl) piperidin-4-yl]amino}-6-(difluoromethyl)pyrido[3,4-d]pyrimidin-8-yl)-2,6-diazaspiro[3.4]octane-6-carboxylate C1(CC1)S(=O)(=O)N1CCC(CC1)NC=1N=CC2=C(N1)C(=NC(=C2)C(F)F)N2CC1(C2)CN(CC1)C(=O)OC(C)(C)C